C(C)(C)(C)OC(=O)N1C[C@@H](C(CC1)C1=CC=C2C(=NN(C2=C1)C)C=1C(=NC(=CC1)OCC1=CC=CC=C1)OCC1=CC=CC=C1)OC(C1=CC=C(C=C1)[N+](=O)[O-])=O (3R)-4-[3-(2,6-dibenzyloxy-3-pyridinyl)-1-methyl-indazol-6-yl]-3-(4-nitrobenzoyl)oxy-piperidine-1-carboxylic acid tert-butyl ester